1-(3,3-difluoro-4-hydroxy-5-(hydroxymethyl)tetrahydrofuran-2-yl)-2-oxo-1,2-dihydropyrimidin FC1(C(OC(C1O)CO)N1C(N=CC=C1)=O)F